5-(((6-(isoindolin-2-ylmethyl)-4-oxo-4H-pyran-3-yl)oxy)methyl)-N,N-dimethyl-1H-1,2,3-triazole-1-carboxamide C1N(CC2=CC=CC=C12)CC1=CC(C(=CO1)OCC1=CN=NN1C(=O)N(C)C)=O